Indolyl-titanium (IV) trichloride [Cl-].[Cl-].[Cl-].N1C(=CC2=CC=CC=C12)[Ti+3]